C1(=CC=CC=C1)CC[O-].[Li+] Lithium 2-phenylethoxide